2-({6-[(2-fluorophenyl)methoxy]-2-methylindolizin-3-yl}formamido)-3-hydroxypropanamide FC1=C(C=CC=C1)COC1=CN2C(=C(C=C2C=C1)C)C(=O)NC(C(=O)N)CO